ClC1=C(C=C2C=C(N=CC2=C1)NC(=O)C1CC1)N1CCN(CC1)[C@]1(COC[C@H]1O)C (3S,4S)-N-(7-chloro-6-(4-(4-hydroxy-3-methyltetrahydrofuran-3-yl)piperazin-1-yl)isoquinolin-3-yl)cyclopropanecarboxamide